ClC=1C=C2C=CC(NC2=C(C1)C(F)(F)F)=O 6-chloro-8-(trifluoromethyl)quinolin-2(1H)-one